IC1=CC2=C(N=C(CCC(N2)=O)C=2C=C(C#N)C=CC2)C=C1 3-(8-Iodo-5-oxo-3,4,5,6-tetrahydro-1,6-benzodiazocin-2-yl)benzonitrile